tert-butyl 7,7-dimethyl-6,7-dihydro-4H-spiro[benzo[d]isoxazole-5,3'-pyrrolidine]-1'-carboxylate CC1(CC2(CN(CC2)C(=O)OC(C)(C)C)CC=2C=NOC21)C